3-((4-(Chloromethyl)phenyl)carbonyl)-1,3-thiazolidin-2-on ClCC1=CC=C(C=C1)C(=O)N1C(SCC1)=O